NC1=CC=C2C(NC(=NC2=C1)NC1=CC(=CC(=C1)F)F)=O 7-amino-2-((3,5-difluorophenyl)amino)quinazoline-4(3H)-One